N(=[N+]=[N-])C1=NC(=NC(=N1)N(CCCC)CCCC)N(CCCC)CCCC 6-azido-N2,N2,N4,N4-tetrabutyl-1,3,5-triazine-2,4-diamine